FC(OC1=CC=C(C=C1)N1N=C(C2=CC=CC=C12)CN)(F)F (1-(4-(trifluoromethoxy)phenyl)-1H-indazol-3-yl)methanamine